FC(OC=1C=C(O[C@@H]2C(CN(C2)C2=CC(=NC(=N2)C)C=2C(NC(NC2)=O)=O)(F)F)C=CC1F)F (S)-6-(4-(3-(difluoromethoxy)-4-fluorophenoxy)-3,3-difluoropyrrolidin-1-yl)-2-methyl-[4,5'-bipyrimidine]-2',4'(1'H,3'H)-dione